C(C)(C)(C)OC(=O)N1CCN(CC1)CC1=C(C2=C(NC(=N2)C(NC(=O)C=2N(N=CC2)C)C2CCCCCCC2)C=C1)F 4-[(2-{cyclooctyl-[(2-methylpyrazole-3-carbonyl)amino]methyl}-4-fluoro-1H-benzimidazol-5-yl)methyl]piperazine-1-carboxylic acid tert-butyl ester